[Li+].FC=1C=CC(=NC1)C1=NN(C=C1[B-]1(OC(C(O1)(C)C)(C)C)O)C 2-(3-(5-fluoropyridin-2-yl)-1-methyl-1H-pyrazol-4-yl)-2-hydroxy-4,4,5,5-tetramethyl-1,3,2-dioxaborolan-2-uide lithium salt